4-methyl-4-(tert-butylperoxy)-2-pentanone CC(CC(C)=O)(C)OOC(C)(C)C